COC(=O)C=1C2=C(N=CC1)N(C(=C2)Cl)C2CC1(C2)OCCO1 chloro-1-(5,8-dioxaspiro[3.4]oct-2-yl)-1H-pyrrolo[2,3-b]pyridine-4-carboxylic acid methyl ester